tert-butyl (2R,6S)-4-{4-chloro-7-[6-(methoxymethoxy)-2,7-dimethylindazol-5-yl]-1,8-naphthyridin-3-yl}-2,6-dimethylpiperazine-1-carboxylate ClC1=C(C=NC2=NC(=CC=C12)C1=CC2=CN(N=C2C(=C1OCOC)C)C)N1C[C@H](N([C@H](C1)C)C(=O)OC(C)(C)C)C